N-(5-chloro-2-methylphenyl)-1-(2-fluoro-3-hydroxyphenyl)-1H-1,2,3-triazole-4-carboxamide ClC=1C=CC(=C(C1)NC(=O)C=1N=NN(C1)C1=C(C(=CC=C1)O)F)C